5,6'-biphenol C1(=CC=CC(=C1)C1=CC=CC=C1O)O